2-(4-pyridinyl)ethanesulfonic acid N1=CC=C(C=C1)CCS(=O)(=O)O